N-(1-methylpiperidin-4-yl)-5-(7H-pyrrolo[2,3-d]pyrimidin-5-yl)pyrazolo[1,5-a]pyridine-3-carboxamide CN1CCC(CC1)NC(=O)C=1C=NN2C1C=C(C=C2)C2=CNC=1N=CN=CC12